N-Methyl-N-(2-((4aS,5aR)-5a-methyl-1,4,4a,5,5a,6-hexahydrocyclopropa[f]indazol-3-yl)-1H-imidazo[4,5-b]pyridin-6-yl)cyclopentanecarboxamide CN(C(=O)C1CCCC1)C=1C=C2C(=NC1)N=C(N2)C2=NNC=1C[C@@]3([C@H](CC21)C3)C